(phenylcarbamoyl)pyrrolidine-1-carboxamidine hydrochloride Cl.C1(=CC=CC=C1)NC(=O)C1N(CCC1)C(=N)N